1-chloro-3-methyl-1,3-disilacyclohexane Cl[SiH]1C[SiH](CCC1)C